CC1(OB(OC1(C)C)C=1C=C(CN2[C@H](COCC2)C(=O)N[C@@H](C)C2=CC=C(C(=O)OC)C=C2)C=CC1)C Methyl 4-((S)-1-((R)-4-(3-(4,4,5,5-tetramethyl-1,3,2-dioxaborolan-2-yl)benzyl)morpholine-3-carboxamido)ethyl)benzoate